C(CCCCCCC)OC1=CC=C(C=C1)I [4-(octyloxy)]phenyliodide